C12=C(C3=C4C(=C5C6=C(C7=C8C(=C9C%10=C(C%11=C%12C(=C1C1=C%11C9=C7C5=C31)C=CC=C%12)C=CC=C%10)C=CC=C8)C=CC=C6)C=CC=C4)C=CC=C2 HEXABENZOCORONEN